F[C@H]1CN(CC[C@H]1NC1=C2C=C(N(C2=CC=C1)CC(F)(F)F)C1=NOC(=N1)CNC(=O)C1=CN(C=C1)C1(CC1)C)C N-{[3-(4-{[(3S,4R)-3-fluoro-1-methylpiperidin-4-yl]amino}-1-(2,2,2-trifluoroethyl)-1H-indol-2-yl)-1,2,4-oxadiazol-5-yl]methyl}-1-(1-methylcyclopropyl)-1H-pyrrole-3-carboxamide